Benzo[1,3]dioxole-5-carboxylic acid [1-(4-methoxy-phenyl)-butyl]-amide COC1=CC=C(C=C1)C(CCC)NC(=O)C1=CC2=C(OCO2)C=C1